C(C)(C)(C)OC(=O)N(C(OC(C)(C)C)=O)C=1N=CC2=CC=C(C(=C2C1)CNC1CC(C1)OC=1C=NC(=CC1)C(F)(F)F)F tert-butyl (tert-butoxycarbonyl)(6-fluoro-5-((((1r,3r)-3-((6-(trifluoromethyl)pyridin-3-yl)oxy)cyclobutyl)amino)methyl)isoquinolin-3-yl)carbamate